N-methyl-N-(methylcyclopropyl)piperazine-1-carboxamide CN(C(=O)N1CCNCC1)C1(CC1)C